N-[(1R,4S)-9-(dichloro-methylene)-1,2,3,4-tetrahydro-1,4-methanonaphthalen-5-yl]-3-(difluoromethyl)-1-methyl-1H-pyrazole-4-carboxamide ClC(=C1[C@@H]2CC[C@H]1C1=C(C=CC=C21)NC(=O)C=2C(=NN(C2)C)C(F)F)Cl